N'-((2-cyclopropyl-3-methyl-6,7-dihydro-5H-cyclopenta[b]pyridin-4-yl)carbamoyl)-1-(difluoromethyl)-1H-pyrazole-3-sulfonimidamide C1(CC1)C1=C(C(=C2C(=N1)CCC2)NC(=O)N=S(=O)(N)C2=NN(C=C2)C(F)F)C